FC1(COC1)CN1N=C2C3=C(CCC2=C1)OC(=C3C)C(=O)O 2-[(3-fluorooxetan-3-yl)methyl]-8-methyl-4,5-dihydro-2H-furo[2,3-g]indazole-7-carboxylic acid